2H-1,3-dioxol-2-one O1C(OC=C1)=O